[Cl-].C(C=C)(=O)OC[N+](C)(C)CC(C)O acryloyloxy-2-hydroxypropyltrimethylammonium chloride